ClC=1C=C2C=C(C(NC2=NC1C1CC1)=O)[C@H](C)NC1=CC=C(N(C1=O)C)C#N 5-{[(1S)-1-(6-chloro-7-cyclopropyl-2-oxo-1,2-dihydro-1,8-naphthyridin-3-yl)ethyl]amino}-1-methyl-6-oxo-1,6-dihydropyridine-2-carbonitrile